CN(C1=CN=NC(=C1)C#C[Si](C)(C)C)C N,N-dimethyl-6-((trimethylsilyl)ethynyl)pyridazin-4-amine